C1CCC2=CC(=CC=C12)NC(=O)C=1NC2=CC(=CC=C2C1)OC N-(2,3-dihydro-1H-inden-5-yl)-6-methoxy-1H-indole-2-carboxamide